C(C)(C)(C)OC(=O)N1CCC(CC1)C=1N=C(NC(C1Cl)=O)C1=CC=NC=C1 4-[5-chloro-6-oxo-2-(4-pyridyl)-1H-pyrimidin-4-yl]piperidine-1-carboxylic acid tert-butyl ester